(S)-9-ethyl-5-fluoro-9-hydroxy-4-propyl-1,2,3,9,12,15-hexahydro-10H,13H-benzo[de]pyrano[3',4':6,7]indolizino[1,2-B]quinoline-10,13-dione C(C)[C@]1(C(OCC=2C(N3CC=4C(=NC=5C=C(C(=C6C5C4CCC6)CCC)F)C3=CC21)=O)=O)O